(S)-2-methyl-N-(1-(2-(1-methyl-1H-pyrazol-4-yl)quinolin-4-yl)cyclopropyl)-5-(3-methylpiperazin-1-yl)benzamide CC1=C(C(=O)NC2(CC2)C2=CC(=NC3=CC=CC=C23)C=2C=NN(C2)C)C=C(C=C1)N1C[C@@H](NCC1)C